NC1=C(C(=O)NC(C)C)C=C(C=N1)C1=C(C=C(C=C1)N(C(C(O)C1=CC(=CC(=C1)F)F)=O)O)C 2-amino-5-(4-(2-(3,5-difluorophenyl)-N,2-dihydroxy-acetamido)-2-methylphenyl)-N-isopropylnicotinamide